N1(CCC1)C=1SC=C(N1)C=1C(=CC(=NC1)NC(C)=O)NC1=NC(=NC=C1)C(C)(F)F N-(5-(2-(azetidin-1-yl)thiazol-4-yl)-4-((2-(1,1-difluoroethyl)pyrimidin-4-yl)amino)pyridin-2-yl)acetamide